C(C)(C)N1C=CC=2C(=NC(=CC21)NC2=NC=CC(=N2)OC)OC2CN(CC2)C(C=C)=O 1-(3-((1-isopropyl-6-((4-methoxypyrimidin-2-yl)amino)-1H-pyrrolo[3,2-c]pyridin-4-yl)oxy)pyrrolidin-1-yl)prop-2-en-1-one